[6-[3-cyclopropyl-1H-1,2,4-triazol-5-yl]-2-azaspiro[3.3]heptan-2-yl]-[6-[[4-(trifluoromethyl)-1H-imidazol-2-yl]methyl]-2-azaspiro[3.3]heptan-2-yl]methanone C1(CC1)C1=NNC(=N1)C1CC2(CN(C2)C(=O)N2CC3(C2)CC(C3)CC=3NC=C(N3)C(F)(F)F)C1